(hydroxyimino)-N-(2-methylphenyl)acetamide ON=CC(=O)NC1=C(C=CC=C1)C